IC=1C(=NN(C1C(=O)OC)C)C1=NC=C(C=C1[N+](=O)[O-])C1=C(N=NN1C)C([2H])([2H])[2H] Methyl 4-iodo-1-methyl-3-(5-(1-methyl-4-(methyl-d3)-1H-1,2,3-triazol-5-yl)-3-nitropyridin-2-yl)-1H-pyrazole-5-carboxylate